N-(1-cyclopropyl-1H-pyrazol-4-yl)-4-methyl-3-[2-(pyridin-3-yl)ethynyl]benzamide C1(CC1)N1N=CC(=C1)NC(C1=CC(=C(C=C1)C)C#CC=1C=NC=CC1)=O